dimethoxytrityl-N4-diisobutylaminomethylene-5-(1-propynyl)-2'-deoxycytidine COC1([C@@](O[C@@H]([C@H]1O)CO)(N1C(=O)N=C(N=CN(CC(C)C)CC(C)C)C(=C1)C#CC)C(C1=CC=CC=C1)(C1=CC=CC=C1)C1=CC=CC=C1)OC